4-chloro-1-(2-chloro-6-fluorophenyl)-7-(trifluoromethyl)pyrido[2,3-d]pyrimidin-2(1H)-one ClC=1C2=C(N(C(N1)=O)C1=C(C=CC=C1F)Cl)N=C(C=C2)C(F)(F)F